acetic acid [(2R,3R,4R)-4,5-diacetoxy-2-[2-(butylamino)-2-oxo-ethyl] tetrahydrofuran-3-yl] ester C(C)(=O)O[C@@H]1[C@@H]([C@H](OC1OC(C)=O)CC(=O)NCCCC)OC(C)=O